ClC=1C(=CC(=C(C1)NC(=O)NCCCl)OC)OC (5-chloro-2,4-dimethoxyphenyl)-3-(2-chloroethyl)urea